3-hydroxy-naphthalene-2,7-disulfonic acid disodium salt [Na+].[Na+].OC=1C(=CC2=CC(=CC=C2C1)S(=O)(=O)[O-])S(=O)(=O)[O-]